oxazol-5-ylmethyl (3-fluoro-4-((2-(oxetan-3-yl)-2-azaspiro[3.3]heptan-6-yl)methyl)phenyl)carbamate FC=1C=C(C=CC1CC1CC2(CN(C2)C2COC2)C1)NC(OCC1=CN=CO1)=O